FC(C1=NC=CC=C1C(=O)NC1=C2C(CC(C2=CC=C1)(C)C)CCC)F 2-(difluoro-methyl)-N-(1,1-dimethyl-3-propyl-indan-4-yl)pyridine-3-carboxamide